C1(CC1)S(=O)(=O)NC=1SC=C(N1)C(C(=O)NC1=NC=C(C=C1F)C1=NC=CN=C1)(C)C 2-(2-(cyclopropanesulfonamido)thiazol-4-yl)-N-(3-fluoro-5-(pyrazin-2-yl)pyridin-2-yl)-2-methylpropanamide